1-[6-chloro-2-(3-ethoxy-5-methyl-pyrazol-1-yl)-3-pyridinyl]ethanone ClC1=CC=C(C(=N1)N1N=C(C=C1C)OCC)C(C)=O